N-(2,2'-dichloro-3'-(5-((3-(dimethylcarbamoyl)azetidin-1-yl)methyl)-6-methoxypyridin-2-yl)-[1,1'-biphenyl]-3-yl)-1,5-dimethyl-4,5,6,7-tetrahydro-1H-imidazo[4,5-c]pyridine-2-carboxamide ClC1=C(C=CC=C1NC(=O)C=1N(C2=C(CN(CC2)C)N1)C)C1=C(C(=CC=C1)C1=NC(=C(C=C1)CN1CC(C1)C(N(C)C)=O)OC)Cl